[Si](C1=CC=CC=C1)(C1=CC=CC=C1)(C(C)(C)C)OC1CCC(CC1)N1N=CC(=C1)C(=O)NC1=CC(=CC(=C1)NS(=O)(=O)C)Cl 1-((1s,4s)-4-((tert-butyldiphenylsilyl)oxy)cyclohexyl)-N-(3-chloro-5-(methylsulfonamido)phenyl)-1H-pyrazole-4-carboxamide